CC1CNCNC1 5-methyl-hexahydropyrimidine